ethyl rac-(1S,2R)-2-(hydroxymethyl)-1-(trifluoromethyl)cyclopropane-1-carboxylate OC[C@H]1[C@@](C1)(C(=O)OCC)C(F)(F)F |r|